CC1=CC=2N(N=C1N1CC=3C=C(C=NC3CC1)NC=1C=NC=C(C1)C)C(C=CN2)=O 8-methyl-7-(3-((5-methylpyridin-3-yl)amino)-7,8-dihydro-1,6-naphthyridin-6(5H)-yl)-4H-pyrimido[1,2-b]pyridazin-4-one